OCC(C(=O)O)NCC=1C(=NC(=CC1)C=CC=1C(=C(C=CC1)C1=CC=CC=C1)C)OC 3-hydroxy-2-((2-methoxy-6-(2-(2-methylbiphenyl-3-yl)vinyl)pyridin-3-yl)methylamino)propanoic acid